ClC=1C(=NC=CN1)C(O)C1=CC(=C(C=C1)F)C=1C2=C(N=CN1)C=C(S2)N2CCOCC2 (3-Chloro-pyrazin-2-yl)-[4-fluoro-3-(6-morpholin-4-yl-thieno-[3,2-d]pyrimidin-4-yl)-phenyl]methanol